2-chloro-N4-cyclopentylpyrimidine-4,5-diamine ClC1=NC=C(C(=N1)NC1CCCC1)N